4-(oxazol-2-yl)benzenesulfonamide O1C(=NC=C1)C1=CC=C(C=C1)S(=O)(=O)N